MethylmonoMethylsilane C[SiH2]C